9-(cyclopropylmethyl)-N-(4-(methylsulfonyl)benzyl)-9H-carbazole-3-carboxamide C1(CC1)CN1C2=CC=CC=C2C=2C=C(C=CC12)C(=O)NCC1=CC=C(C=C1)S(=O)(=O)C